N-[2-(6,7-di-methoxyquinazoline-4-yl)-2-azaspiro[3.3]hept-6-yl]-N-methylsulfuric diamide COC=1C=C2C(=NC=NC2=CC1OC)N1CC2(C1)CC(C2)N(S(N)(=O)=O)C